phenyl N-[(2-methoxy-6-nitrophenyl) methyl]-N-methylcarbamate COC1=C(C(=CC=C1)[N+](=O)[O-])CN(C(OC1=CC=CC=C1)=O)C